FC(C(=O)O)(F)F.C1NCC12CC(CC2)=O 2-azaspiro[3.4]octan-6-one trifluoroacetic acid salt